CC(CC)CCC(C(C)C)CC(=O)OCCC(CCC=C(C)C)C citronellol (3,7-dimethyloct-6-yl)acetate